(3-(methylcarbamoyl)-7-(trifluoromethyl)thieno[3,2-b]pyridin-5-yl)-2-azaspiro[3.3]heptane-2-carboxylic acid tert-butyl ester C(C)(C)(C)OC(=O)N1C(C2(C1)CCC2)C2=CC(=C1C(=N2)C(=CS1)C(NC)=O)C(F)(F)F